COC1=C(C=CC(=C1)CC)O 2-Methoxy-4-ethyl-phenol